fluoromethyl-acetyl-L-carnitine FCC([C@](O)(CC([O-])=O)C(C)=O)[N+](C)(C)C